N-methyl-N'-tetrahydrofuran-2-carbonylpropanediamine CNC(CC)NC(=O)C1OCCC1